(S)-1'-(5-[(2-(Trifluoromethyl)pyridin-3-yl)thio]-1H-imidazo[4,5-b]pyrazin-2-yl)-1,3-dihydrospiro[indene-2,4'-piperidin]-1-amine FC(C1=NC=CC=C1SC=1N=C2C(=NC1)NC(=N2)N2CCC1(CC2)[C@@H](C2=CC=CC=C2C1)N)(F)F